N1=C2C=3C(=NC=CC3N=C1)OCC1N2CCCC1O 8,8a,9,10,11,12-hexahydro-7-oxa-1,3,6,12a-tetraazabenzo[4,5]cyclohepta[1,2,3-de]naphthalen-9-ol